C[Si](OC(C#C)(C)C)(OC(C#C)(C)C)C dimethyl-bis(1,1-dimethyl-2-propynoxy)silane